2-((2-chloro-5-(difluoromethyl)pyrimidin-4-yl)oxy)-1-fluoro-5,6,8,9,10,11-hexahydro-7H-pyrido[3',4':4,5]pyrrolo[2,3-f]isoquinolin-7-one ClC1=NC=C(C(=N1)OC=1N=CC=2CCC3=C(C2C1F)NC1=C3C(NCC1)=O)C(F)F